CC1=NN(C(=C1)C1=NSC=2C1=NC(=CC2C2(CCCCC2)C#N)N2[C@@H](COCC2)C)C2OCC2 {3-[3-methyl-1-(oxetan-2-yl)-1H-pyrazol-5-yl]-5-[(3R)-3-methylmorpholin-4-yl]-[1,2]Thiazolo[4,5-b]Pyridin-7-yl}cyclohexane-1-carbonitrile